O[C@@H]1[C@H](CCC=2C=CC(=CC12)C#N)[C@@H]1N2C(C3=CC=CC=C13)=CN=C2 (7R,8R)-8-hydroxy-7-((s)-5H-imidazo[5,1-a]isoindol-5-yl)-5,6,7,8-tetrahydronaphthalene-2-carbonitrile